CN(C=1C=C(C(=O)OC)C=CC1F)C methyl 3-(dimethylamino)-4-fluorobenzoate